[(3-chloro-2-methoxyphenyl)amino]-2-{3-[2-(oxetan-3-yl)ethynyl]pyridin-4-yl}-1H,5H,6H,7H-pyrrolo[3,2-c]pyridin-4-one ClC=1C(=C(C=CC1)NN1C(=CC=2C(NCCC21)=O)C2=C(C=NC=C2)C#CC2COC2)OC